NC(CC[SiH2]C1=CC=CC=C1)(N)N triaminopropyl-phenylsilane